C(=O)C1=CC=C(C=C1)C=1N=NN(C1)C1=CC=C(C#N)C=C1 4-(4-(4-formylphenyl)-1H-1,2,3-triazol-1-yl)benzonitrile